C[Si](NC(C1=C(C=CC=C1)N(C(C1=CC=CC=C1)=O)C)=O)(NC(C1=C(C=CC=C1)N(C(C1=CC=CC=C1)=O)C)=O)NC(C1=C(C=CC=C1)N(C(C1=CC=CC=C1)=O)C)=O methyltri(N-methylbenzamido(benzamido))silane